N-[(5-methoxy-4-oxo-4H-pyran-2-yl)methyl]-6-methyl-2-oxo-5-phenyl-1-[3-(trifluoromethyl)phenyl]-1,2-dihydropyridine-3-carboxamide COC=1C(C=C(OC1)CNC(=O)C=1C(N(C(=C(C1)C1=CC=CC=C1)C)C1=CC(=CC=C1)C(F)(F)F)=O)=O